hydroxyethyl methylacrylate CC(C(=O)OCCO)=C